ClC=1C=C2CCC(NC2=CC1)=O 6-Chloro-3,4-dihydroquinolin-2(1H)-one